tert-Butyl exo-3-((4-((4-([1,2,4]triazolo[1,5-c]pyrimidin-7-yloxy)-3-methylphenyl)amino)quinazolin-6-yl)oxy)-8-azabicyclo[3.2.1]octane-8-carboxylate N=1C=NN2C=NC(=CC21)OC2=C(C=C(C=C2)NC2=NC=NC1=CC=C(C=C21)OC2CC1CCC(C2)N1C(=O)OC(C)(C)C)C